(S)-3-(4-Chloro-3-((2S,3R)-4,4,4-trifluoro-3-methyl-2-(naphthalene-2-yl)butanylamino)phenyl)-3-cyclopropylpropionic acid ClC1=C(C=C(C=C1)[C@@H](CC(=O)O)C1CC1)NC[C@@H]([C@H](C(F)(F)F)C)C1=CC2=CC=CC=C2C=C1